iron (III) tris(2-ethylhexanoate) C(C)C(C(=O)[O-])CCCC.C(C)C(C(=O)[O-])CCCC.C(C)C(C(=O)[O-])CCCC.[Fe+3]